(5E)-5-methyl-5-hepten-3-one C/C(/CC(CC)=O)=C\C